1-((3R)-4-(5-chloro-6-(3-hydroxy-1-naphthalenyl)[1,2]thiazolo[3,4-b]pyridin-3-yl)-3-methyl-1-piperazin-yl)-2-propen-1-one ClC1=CC=2C(N=C1C1=CC(=CC3=CC=CC=C13)O)=NSC2N2[C@@H](CN(CC2)C(C=C)=O)C